C1(=CCCCC1)C1=CC=CC=C1 cyclohex-1-enyl-benzene